C1=CC=CC2=CC3=CC=CC=C3C(=C12)C1=CC=C(C=C1)N(C1=CC=C(C=C(C#N)C#N)C=C1)C1=CC=C(C=C1)C1=CC=NC=C1 (4-((4-(anthracen-9-yl)phenyl)(4-(pyridin-4-yl)phenyl)amino)benzylidene)malononitrile